CN1C(C(=C(C2=CC=CC=C12)N1CCC(CC1)C=1C=C2[C@H](C(NC2=CC1)=O)C)C#N)=O |r| (rac)-1-methyl-4-[4-(3-methyl-2-oxo-2,3-dihydro-1H-indol-5-yl)piperidin-1-yl]-2-oxo-1,2-dihydroquinoline-3-carbonitrile